CN1N=C(C=C1S(=O)(=O)N1CC2(C1)CN(C2)C2CCOCC2)C2=CC=CC=C2 2-((1-methyl-3-phenyl-1H-pyrazol-5-yl)sulfonyl)-6-(tetrahydro-2H-pyran-4-yl)-2,6-diazaspiro[3.3]heptane